CC(CCC1=CC=C(S1)C=1SC2=C(N1)C=C1C(N=C(S1)C=1SC(=CC1)CCC(CCCC(C)C)C)=C2)CCCC(C)C 2,6-bis[5-(3,7-dimethyloctyl)thiophen-2-yl]benzo[1,2-d:4,5-d']bisthiazole